ClC1=NS(C2=C(N1)C(=CC=C2)C2=C(C(=CC=C2)F)F)(=O)=O 3-chloro-5-(2,3-difluorophenyl)-4H-benzo[e][1,2,4]thiadiazine 1,1-dioxide